cis-amino(((3-carboxycyclohexyl)methyl)amino)methaniminium chloride [Cl-].NC(=[NH2+])NC[C@@H]1C[C@@H](CCC1)C(=O)O